4-(2-(3-fluorophenyl)-1H-pyrrolo-[2,3-b]pyridin-5-yl)-N-(2,2,2-trifluoroethyl)thiophene-2-carboxamide FC=1C=C(C=CC1)C1=CC=2C(=NC=C(C2)C=2C=C(SC2)C(=O)NCC(F)(F)F)N1